N-[2-[bis(carboxymethyl)amino]ethyl]-Aspartic acid C(=O)(O)CN(CCN[C@@H](CC(=O)O)C(=O)O)CC(=O)O